1-hexyl-3-methylimidazole BIS(trifluoromethylsulfonyl)imide salt [N-](S(=O)(=O)C(F)(F)F)S(=O)(=O)C(F)(F)F.C(CCCCC)N1CN(C=C1)C